FC=1C=C(C(=NC1)N1CCN(CC1)[C@H]1CC2(CN(C2)C(=O)OCC)CC1)C=1N=NNC1 ethyl (6R)-6-[4-[5-fluoro-3-(1H-triazol-4-yl)-2-pyridyl]piperazin-1-yl]-2-azaspiro[3.4]octane-2-carboxylate